Tert-butyl N-[4-[methoxy(methyl)carbamoyl]-1,2,5-oxadiazol-3-yl]carbamate CON(C(=O)C=1C(=NON1)NC(OC(C)(C)C)=O)C